BrC1=C(C=C(C=C1)N1CCN(CC1)C)C1N(CCN(C1)C(=O)OC(C)(C)C)C(=O)OC(C)(C)C di-tert-butyl 2-(2-bromo-5-(4-methylpiperazin-1-yl)phenyl)piperazine-1,4-dicarboxylate